N1(CCOCC1)C=1C=C2CCN=CC2=CC1 6-morpholinyl-3,4-dihydroisoquinoline